N1(CCCCCC1)S(=O)(=O)C1=CC=C(C=C1)NC(=O)C1=CC2=C(OCC(N2C)=O)C=C1 N-(4-(azepan-1-ylsulfonyl)phenyl)-4-methyl-3-oxo-3,4-dihydro-2H-benzo[b][1,4]oxazine-6-carboxamide